C(C1=CC=CC=C1)(=O)OCC#CCOC=1C(C=2C=CC=NC2C(C1OCC#CCOC(C1=CC=CC=C1)=O)=O)=O 6,7-di(4-benzoyloxy-2-butynyloxy)-5,8-quinolinedione